C(C1CO1)OCCC[Si](O[Si](CCCOCC1CO1)(C)C)(C)C 1,3-bis(glycidoxypropyl)-tetramethyldisiloxane